4-[(3R,5S)-5-[[2-(2,6-dioxo-3-piperidinyl)-1,3-dioxo-isoindolin-5-yl]oxymethyl]-1-methyl-pyrrolidin-3-yl]piperazine-1-carboxylic acid benzyl ester C(C1=CC=CC=C1)OC(=O)N1CCN(CC1)[C@H]1CN([C@@H](C1)COC=1C=C2C(N(C(C2=CC1)=O)C1C(NC(CC1)=O)=O)=O)C